6-((tert-butyldimethylsilyl)oxy)hexanoic acid [Si](C)(C)(C(C)(C)C)OCCCCCC(=O)O